ClC=1C(=NC=C(C1)Cl)C#N 3,5-dichloropyridine-2-carbonitrile